C(C1=CC=CC=C1)NC(=O)N([C@@H]1CC[C@H](CC1)NC(OC(C)(C)C)=O)C1=CC=C(C=C1)Br tert-butyl (trans-4-((benzylcarbamoyl) (4-bromophenyl)amino)cyclohexyl)carbamate